CN1N=C(C2=CC=CC=C12)C 1-methyl-3-methylindazole